2-(methacryloyloxy)[3-(triethoxysilyl)propyl]urethane C(C(=C)C)(=O)OC(CNC(=O)OCC)C[Si](OCC)(OCC)OCC